2-[2-(difluoromethoxy)-6-fluoro-phenyl]-4,4,5,5-tetramethyl-1,3,2-dioxaborolane FC(OC1=C(C(=CC=C1)F)B1OC(C(O1)(C)C)(C)C)F